1-{3-Hydroxy-2-[({7-oxo-7-[(4Z,11Z)-pentadeca-4,11-dien-8-yloxy]heptanoyl}oxy)methyl]propyl} 7-(4Z,11Z)-pentadeca-4,11-dien-8-yl heptanedioate C(CCCCCC(=O)OC(CC\C=C/CCC)CC\C=C/CCC)(=O)OCC(CO)COC(CCCCCC(OC(CC\C=C/CCC)CC\C=C/CCC)=O)=O